COCCOC1=CC=C(C=C1)C=1SC=C(N1)C(C(=O)O)(C)C 2-(2-(4-(2-methoxyethoxy)phenyl)thiazol-4-yl)-2-methylpropanoic acid